(3-(2-hydroxy-4-(trifluoromethyl)phenyl)-5-(2-hydroxyphenyl)-1H-1,2,4-triazol-1-yl)-4-fluorobenzophenone OC1=C(C=CC(=C1)C(F)(F)F)C1=NN(C(=N1)C1=C(C=CC=C1)O)C1=C(C(=O)C2=CC=CC=C2)C=CC(=C1)F